2-(1-ethynyl-cyclopropyl)-pyridine C(#C)C1(CC1)C1=NC=CC=C1